trioctyl trimesate C(C1=CC(C(=O)OCCCCCCCC)=CC(C(=O)OCCCCCCCC)=C1)(=O)OCCCCCCCC